(2R,4R)-N-((S)-1-(((7-Chloro-1H-benzo[d]imidazol-5-yl)methyl)amino)-1-oxopropan-2-yl)-4-phenylpyrrolidine-2-carboxamide Trifluoroacetate salt FC(C(=O)O)(F)F.ClC1=CC(=CC2=C1NC=N2)CNC([C@H](C)NC(=O)[C@@H]2NC[C@H](C2)C2=CC=CC=C2)=O